1,3-bis[(diphenylphosphino)methyl]benzene C1(=CC=CC=C1)P(C1=CC=CC=C1)CC1=CC(=CC=C1)CP(C1=CC=CC=C1)C1=CC=CC=C1